5-(2-fluoro-6-hydroxy-4-(((5-methyl-1H-imidazol-2-yl)amino)methyl)phenyl)-1,2,5-thiadiazolidin-3-one 1,1-dioxide FC1=C(C(=CC(=C1)CNC=1NC(=CN1)C)O)N1CC(NS1(=O)=O)=O